(2S)-2-amino-N-[2-[[2-(1,3-benzodioxol-5-yl)-1-methyl-ethyl]-methyl-amino]-2-oxo-ethyl]-N-methyl-3-phenyl-propionamide N[C@H](C(=O)N(C)CC(=O)N(C)C(CC1=CC2=C(OCO2)C=C1)C)CC1=CC=CC=C1